N'-[2-benzyloxy-3-tert-butoxy-2-(trifluoromethyl)pent-4-enoyl]-6-(1,1-dimethylpent-4-enylamino)-3-nitro-5-(trifluoromethyl)pyridine-2-carbohydrazide C(C1=CC=CC=C1)OC(C(=O)NNC(=O)C1=NC(=C(C=C1[N+](=O)[O-])C(F)(F)F)NC(CCC=C)(C)C)(C(C=C)OC(C)(C)C)C(F)(F)F